(5-iodo-2-chlorophenyl)[4-[[(3S)-tetrahydro-3-furyl]oxy]phenyl]methane IC=1C=CC(=C(C1)CC1=CC=C(C=C1)O[C@@H]1COCC1)Cl